C(C)[C@H]1N(C[C@@H](N(C1)C=1C=2C(N(C(C1)=O)C)=CN(N2)CC#N)C)C(C)C2=CC=C1C(=N2)SC=N1 2-(7-((2S,5R)-5-ethyl-2-methyl-4-(1-(thiazolo[5,4-b]pyridin-5-yl)ethyl)piperazin-1-yl)-4-methyl-5-oxo-4,5-dihydro-2H-pyrazolo[4,3-b]pyridin-2-yl)acetonitrile